C(C)(=O)O[C@@]1(CC[C@H]2[C@@H]3CCC4=CC(CCC4=C3[C@H](C[C@]12C)C1=CC=C(C=C1)N(CC(=O)OC(C)(C)C)C)=O)C(C)=O tert-Butyl N-(4-((8S,11R,13S,14S,17R)-17-Acetoxy-17-acetyl-13-methyl-3-oxo-2,3,6,7,8,11,12,13,14,15,16,17-dodecahydro-1H-cyclopenta[a]phenanthren-11-yl)phenyl)-N-methylglycinate